O=C1NC(CCC1N1C(C2=CC=C(C=C2C1=O)NCCCC1CC(C1)N1N=CC(=C1)C1=NC2=C(C=CC=C2N=C1)F)=O)=O 2-(2,6-dioxopiperidin-3-yl)-5-((3-(3-(4-(8-fluoroquinoxalin-2-yl)-1H-pyrazol-1-yl)cyclobutyl)propyl)amino)isoindoline-1,3-dione